8,9-dibromo-5,6,11,12-tetrachloro-2-(2,6-diisopropylphenyl)-1H-benzo[5,10]anthra[2,1,9-def]isoquinoline-1,3(2H)-dione BrC1=C2C=3C(C4=C(C=C5C(N(C(C=6C=C(C(=C4C56)C3C(=C1)Cl)Cl)=O)C1=C(C=CC=C1C(C)C)C(C)C)=O)Cl)=C(C=C2Br)Cl